Cl.FC1([C@@H]([C@@H](NC1)CC=1C(=C(C=CC1)C1=CC(=CC(=C1)F)F)F)NS(=O)(=O)CC)F N-((2s,3r)-4,4-difluoro-2-((2,3',5'-trifluoro-[1,1'-biphenyl]-3-yl)methyl)pyrrolidin-3-yl)ethanesulfonylamine hydrochloride